O1CCOC12CCN(CC2)C2=CC(=NC=C2)NC=2SC1=C(N2)C=CC(=C1)C#N 2-((4-(1,4-dioxa-8-azaspiro[4.5]decan-8-yl)pyridin-2-yl)amino)benzo[d]thiazole-6-carbonitrile